(1-Ethyl-6-(3-(methylsulfonyl)phenoxy)-1H-benzo[d]imidazol-2-yl)diphenylmethanol C(C)N1C(=NC2=C1C=C(C=C2)OC2=CC(=CC=C2)S(=O)(=O)C)C(O)(C2=CC=CC=C2)C2=CC=CC=C2